racemic-2-methyl-glutamine C[C@](N)(CCC(N)=O)C(=O)O |r|